hydroxy-3-methyl-2(5H)-furanone OC1=C(C(OC1)=O)C